[Co].OC1=CC=C(C=C1)C=1C2=CC=C(N2)C(=C2C=CC(C(=C3C=CC(=C(C=4C=CC1N4)C4=CC=CC=C4)N3)C3=CC=CC=C3)=N2)C2=CC=CC=C2 5-(4-hydroxyphenyl)-10,15,20-triphenylporphyrin cobalt